N2-(2-(1H-pyrazol-1-yl)ethyl)-N6,N6-bis(2-methoxyethyl)-4,8-bis(4-methoxypiperidin-1-yl)pyrimido[5,4-d]pyrimidine-2,6-diamine N1(N=CC=C1)CCNC=1N=C(C2=C(N1)C(=NC(=N2)N(CCOC)CCOC)N2CCC(CC2)OC)N2CCC(CC2)OC